C(#N)C(C1(CCSCC1)NC(OC(C)(C)C)=O)O tert-butyl (4-(cyano(hydroxy)methyl)tetrahydro-2H-thiopyran-4-yl)carbamate